NC(CC1=CC=C(C=C1)CNC1=C(C(=NC=N1)N(C(CC(=O)OC)C1=CC=C(C=C1)C(F)(F)F)C1CC1)F)=O methyl 3-[[6-[[4-(2-amino-2-oxoethyl)phenyl]methylamino]-5-fluoro-pyrimidin-4-yl]-cyclopropyl-amino]-3-[4-(trifluoromethyl)phenyl]propanoate